Cl.C(C)(C)C1=CN=C2N1N=C(C=C2N[C@@H](C)C2=CC=CC=C2)NC2CCNCC2 (S)-3-isopropyl-N8-(1-phenylethyl)-N6-(piperidin-4-yl)imidazo[1,2-b]pyridazine-6,8-diamine hydrochloride